COCC(CCC(=O)O)=O 5-methoxy-4-oxo-pentanoic acid